6-(1,1,3,3-tetramethylbutyl)-m-cresol CC(CC(C)(C)C)(C)C=1C=CC(=CC1O)C